Carbamoyl-2,2,5,5-tetramethyl-3-pyrrolin C(N)(=O)N1C(C=CC1(C)C)(C)C